CC1([C@H](CC=2C(=NC=C(C2)C2=NC(=NO2)C2=NN(C=C2)C)O1)O)C (S)-2,2-dimethyl-6-(3-(1-methyl-1H-pyrazol-3-yl)-1,2,4-oxadiazol-5-yl)-3,4-dihydro-2H-pyrano[2,3-b]pyridin-3-ol